2-(4-chlorophenyl)-3-thiophenyl-4H-chromone ClC1=CC=C(C=C1)C=1OC2=CC=CC=C2C(C1C=1SC=CC1)=O